(6R)-6-{[7-bromo-2-(4-chlorophenyl)[1,2,4]triazolo[1,5-c]quinazolin-5-yl]amino}-1,4-diazepin-5-one BrC1=CC=CC=2C=3N(C(=NC12)NC=1C(N=CC=NC1)=O)N=C(N3)C3=CC=C(C=C3)Cl